Lysino-D-alanine N([C@@H](CCCCN)C(=O)O)N[C@H](C)C(=O)O